benzyl (2-(2-(((1R,5S,6s)-3-azabicyclo[3.1.0]hexan-6-yl)oxy)-6-(4-(trifluoromethyl)piperidin-1-yl)pyridin-4-yl)propan-2-yl)carbamate [C@@H]12CNC[C@H]2C1OC1=NC(=CC(=C1)C(C)(C)NC(OCC1=CC=CC=C1)=O)N1CCC(CC1)C(F)(F)F